ammonium nitrate sulphate S(=O)(=O)([O-])[O-].[N+](=O)([O-])[O-].[NH4+].[NH4+].[NH4+]